5-((4-(4-methylpiperidin-1-yl)phenyl)amino)-2-(1-methylpiperidin-4-yl)isoindolin-1-one CC1CCN(CC1)C1=CC=C(C=C1)NC=1C=C2CN(C(C2=CC1)=O)C1CCN(CC1)C